ClC=1C(=NC(=NC1C)N1CCC(CC1)C1CN(CCC1)C1CC(C1)(C(=O)O)C)N[C@H](C)C1=C(C=C(C=C1)Cl)Cl 3-(1'-(5-Chloro-4-(((R)-1-(2,4-dichlorophenyl)ethyl)amino)-6-methylpyrimidin-2-yl)-[3,4'-bipiperidin]-1-yl)-1-methylcyclobutane-1-carboxylic acid